7'-((1R,3R)-3-hydroxycyclohexyl)-2'-((3-(methoxymethyl)-1H-pyrazol-4-yl)amino)spiro[cyclopropane-1,5'-pyrrolo[2,3-d]pyrimidin]-6'(7'H)-one O[C@H]1C[C@@H](CCC1)N1C(C2(C3=C1N=C(N=C3)NC=3C(=NNC3)COC)CC2)=O